N-(1-(4-chlorophenyl)-2-methylpropan-2-yl)-3-fluoro-1-methyl-1H-pyrrolo[2,3-b]pyridine-5-carboxamide ClC1=CC=C(C=C1)CC(C)(C)NC(=O)C=1C=C2C(=NC1)N(C=C2F)C